FC=1C(=NC=CC1C)[C@@H](CCOC)N1C[C@@H](N([C@@H](C1)C)C(C(C)C)=O)C(=O)NCC1=CC=C(C=C1)C1=NC=C(C=N1)F (2R,6R)-4-[(1R)-1-(3-fluoro-4-methylpyridin-2-yl)-3-methoxypropyl]-N-{[4-(5-fluoropyrimidin-2-yl)phenyl]methyl}-6-methyl-1-(2-methylpropanoyl)piperazine-2-carboxamide